1-oxo-2,5-diazaspiro[3.4]octane-6-carboxamide O=C1NCC12NC(CC2)C(=O)N